3-(2,6-difluorophenyl)-5-methyl-pyrazol-4-ol FC1=C(C(=CC=C1)F)C1=NNC(=C1O)C